1-(4-cyclopentadienyl-1-piperazinyl)-3-methylenehepta-4,6-diene C1(C=CC=C1)N1CCN(CC1)CCC(C=CC=C)=C